δ-Ribono-1,4-lactone C([C@@H]1[C@H]([C@H](C(=O)O1)O)O)O